6-(2-methanesulfonylpropan-2-yl)pyridin-3-amine CS(=O)(=O)C(C)(C)C1=CC=C(C=N1)N